ethyl-ethylenediamine triacetate C(C)(=O)O.C(C)(=O)O.C(C)(=O)O.C(C)NCCN